(S)-3-(3-((5-(difluoromethyl)-2-((2-ethyl-4-(hexahydropyrrolo[1,2-a]pyrazin-2(1H)-yl)phenyl)amino)pyrimidin-4-yl)amino)propyl)-1,3-oxazinan-2-one FC(C=1C(=NC(=NC1)NC1=C(C=C(C=C1)N1C[C@H]2N(CC1)CCC2)CC)NCCCN2C(OCCC2)=O)F